1,5,9,13-tetraazacyclohexadecane N1CCCNCCCNCCCNCCC1